6-chloro-N-(4-methoxy-5-propyl-pyrimidin-2-yl)-1H-indole-3-sulfonamide ClC1=CC=C2C(=CNC2=C1)S(=O)(=O)NC1=NC=C(C(=N1)OC)CCC